BrC1=CC(=NC=C1)C(C(=O)N)N1CC2CNC(C1)CC2 (4-bromopyridin-2-yl)-2-{3,6-diazabicyclo[3.2.2]non-3-yl}acetamide